C(C)(=O)C=1C(=NC(=CC1)N1C=NC2=C1C=CC(=C2)NC=2N=NC=CC2)N2N=C(C=C2C)C#N 1-[3-acetyl-6-[5-(pyridazin-3-ylamino)benzimidazol-1-yl]-2-pyridinyl]-5-methyl-pyrazole-3-carbonitrile